3,4-Dihydro-3-methyl-2H-1,3-benzoxazine CN1COC2=C(C1)C=CC=C2